CC1(OCC(O1)C1=C2C(=NN(C2=CC=C1)COCC[Si](C)(C)C)C#N)C 4-(2,2-dimethyl-1,3-dioxacyclopentane-4-yl)-1-((2-(trimethylsilyl)ethoxy)methyl)-1H-indazole-3-carbonitrile